ClC1=C(C(=CC=C1)Cl)N1CC(C1)C1=C(C=C(C(=N1)C)CN1CCC(CC1)C(=O)O)C 1-((6-(1-(2,6-dichlorophenyl)azetidin-3-yl)-2,5-dimethylpyridin-3-yl)methyl)piperidine-4-carboxylic acid